ethyl 2-(5-chloro-2-((6-methoxy-2-methyl-1,2,3,4-tetrahydroisoquinolin-7-yl) amino) pyrimidin-4-yl)-2-azaspiro[4.5]decane-4-carboxylate ClC=1C(=NC(=NC1)NC1=C(C=C2CCN(CC2=C1)C)OC)N1CC2(C(C1)C(=O)OCC)CCCCC2